COC1=C(C=C2C(=NC=NC2=C1)C=1C(=NN(C1)C)C1=CC=CC=C1)C=1C=NN(C1)CCN(C)C 2-(4-(7-methoxy-4-(1-methyl-3-phenyl-1H-pyrazol-4-yl)quinazolin-6-yl)-1H-pyrazol-1-yl)-N,N-dimethylethan-1-amine